N1=CC=CC2=CC(=CC=C12)CNC1=CC=C2C(=N1)C(=CN2)C2CCN(CC2)C 5-(N-[(quinolin-6-yl)methyl]amino)-3-(1-methylpiperidin-4-yl)pyrrolo[3,2-b]pyridine